COC1=CC=C(C=C1)C1=CC=C(O1)C=O 5-(4-methoxyphenyl)-furan-2-carbaldehyde